dichlorohydroxyphosphine ClP(O)Cl